CC1(CCC2N1N1C(C=3C=CC(=CC23)OCC2CC(C2)=O)=CC(C(=C1)C(=O)O)=O)C 3,3-dimethyl-8-oxo-12-((3-oxocyclobutyl)methoxy)-2,3,8,13b-tetrahydro-1H-pyrido[2,1-a]pyrrolo[1,2-c]phthalazine-7-carboxylic acid